FC1=NC=CC(=C1F)C=1CCN(CC1)CC=1C=C2CN(C(C2=CC1)=O)N1C(NC(CC1)=O)=O 1-(5-((2',3'-difluoro-3,6-dihydro-[4,4'-bipyridyl]-1(2H)-yl)methyl)-1-oxoisoindolin-2-yl)dihydropyrimidine-2,4(1H,3H)-dione